1-pentyl-1H-indazole-3-carboxylate C(CCCC)N1N=C(C2=CC=CC=C12)C(=O)[O-]